NC1=NC(=C(C(=C1C#N)C1=CC=C(C=C1)N(C(OC(C)(C)C)=O)CCOC)C#N)SCC=1C=NC=CC1 tert-Butyl (4-(2-amino-3,5-dicyano-6-((pyridin-3-ylmethyl)thio)pyridin-4-yl)phenyl)(2-methoxyethyl)carbamate